CN(CCCCNCC1=CC=C(C=C1)C1=C2C(=NC(=N1)C1=CC=C(C=C1)CNCCCCN(C)C)N(N=C2)C2=CC=CC=C2)C 4,6-Bis{4-[(4-dimethylaminobutyl)aminomethyl]phenyl}-1-phenyl-1H-pyrazolo[3,4-d]pyrimidine